COC=1C=C(C=NC1OC)\C=N\[S@@](=O)C(C)(C)C (S,E)-N-((5,6-dimethoxypyridin-3-yl)methylene)-2-methylpropane-2-sulfinamide